4-(2,2-diphenylvinyl)-pyridine C1(=CC=CC=C1)C(=CC1=CC=NC=C1)C1=CC=CC=C1